N[C@H]1[C@@H]2N(C[C@H]1CC2)C(=O)C2=CC1=C(N(C(=N1)C1=CC=3C(=NC=CC3)N1CC1CC1)CCNC(OC)=O)C(=C2)OC methyl N-(2-{5-[(1R,4R,7R)-7-amino-2-azabicyclo[2.2.1]heptane-2-carbonyl]-2-[1-(cyclopropylmethyl)-1H-pyrrolo[2,3-b]pyridin-2-yl]-7-methoxy-1H-1,3-benzodiazol-1-yl}ethyl)carbamate